4-[(3-chloro-2-fluorophenyl) amino]-7-methoxy-6-quinazolinyl (2R)-2,4-dimethyl-1-piperazinecarboxylate C[C@H]1N(CCN(C1)C)C(=O)OC=1C=C2C(=NC=NC2=CC1OC)NC1=C(C(=CC=C1)Cl)F